C(#N)C[C@@H]1N(CCN(C1)C=1C2=C(N=C(N1)OC[C@H]1N(CCC1)C)OC1(CC2)CC2=CC=CC=C2C1)C(=O)OCC1=CC=CC=C1 benzyl (S)-2-(cyanomethyl)-4-(2'-(((S)-1-methylpyrrolidin-2-yl)methoxy)-1,3,5',6'-tetrahydrospiro[indene-2,7'-pyrano[2,3-d]pyrimidin]-4'-yl)piperazine-1-carboxylate